3-((1-(2-azaspiro[3.3]hept-6-yl)-1H-pyrazol-4-yl)oxy)-5-(2,4-dimethyl-1,2,3,4-tetrahydroisoquinolin-7-yl)pyrazin-2-amine C1NCC12CC(C2)N2N=CC(=C2)OC=2C(=NC=C(N2)C2=CC=C1C(CN(CC1=C2)C)C)N